ClC1=CC=C(OCC(=O)NC=2C=NN(C2C)C2=CC=NC=C2)C=C1 2-(4-Chlorophenoxy)-N-(5-methyl-1-(pyridin-4-yl)-1H-pyrazol-4-yl)acetamide